ClC=1C=C(C=CC1F)[C@@H]1[C@H](C1)C(=O)NC1=NC=NC(=C1)NCC=1N=C2N(C=C(C=C2)C2CC2)C1 |r| rac-(1S*,2S*)-2-(3-chloro-4-fluorophenyl)-N-(6-(((6-cyclopropylimidazo[1,2-a]pyridin-2-yl)methyl)amino)pyrimidin-4-yl)cyclopropane-1-carboxamide